tetra-lithium ethylenediamine tetraacetate C(C)(=O)ON(CCN(OC(C)=O)OC(C)=O)OC(C)=O.[Li].[Li].[Li].[Li]